CC1=C(O)C=CC=C1O 2-Methylresorcinol